Ethyl 2-(1-(2-Cyanophenyl)piperidin-4-yl)acetate [Ethyl 2-(1-(2-cyanophenyl)piperidin-4-yl)acetate] C(C)C(C(=O)O)C1CCN(CC1)C1=C(C=CC=C1)C#N.C(#N)C1=C(C=CC=C1)N1CCC(CC1)CC(=O)OCC